copper-zirconium-chromium-silicon [Si].[Cr].[Zr].[Cu]